(6-(3-methyl-5-(trifluoromethoxy)phenyl)-2-azaspiro[3.4]octan-2-yl)methanone CC=1C=C(C=C(C1)OC(F)(F)F)C1CC2(CN(C2)C=O)CC1